COC(C#CC1=CC2=C(OC[C@@H](C(N2C)=O)NC(=O)C2=NC=CC(=C2)OC2=CC=CC=C2)C=C1)(C)C (S)-N-(7-(3-methoxy-3-methylbut-1-yn-1-yl)-5-methyl-4-oxo-2,3,4,5-tetrahydrobenzo[b][1,4]oxazepin-3-yl)-4-phenoxypyridineamide